4-(1-((endo)-2-azabicyclo[2.1.1]hexan-5-yl)-8-chloro-4-(3-(dimethylamino)azetidin-1-yl)-6-fluoro-2-(piperidin-4-ylmethyl)-1H-imidazo[4,5-c]quinolin-7-yl)naphthalen-2-ol C12NCC(C1N1C(=NC=3C(=NC=4C(=C(C(=CC4C31)Cl)C3=CC(=CC1=CC=CC=C31)O)F)N3CC(C3)N(C)C)CC3CCNCC3)C2